2-methoxy-N-(5-methylpyridin-3-yl)-4-nitrobenzamide COC1=C(C(=O)NC=2C=NC=C(C2)C)C=CC(=C1)[N+](=O)[O-]